N-acetyL-tryptophanate C(C)(=O)N[C@@H](CC1=CNC2=CC=CC=C12)C(=O)[O-]